ClCC([C@]1([C@H](C[C@H]2[C@@H]3C[C@@H](C4=CC(C=C[C@]4(C)[C@]3([C@H](C[C@]12C)O)F)=O)F)C)O)=O 21-Chloro-6α,9-difluoro-11β,17-dihydroxy-16β-methylpregna-1,4-diene-3,20-dione